methyl 1,3-bis(2,4-difluorophenyl)-5-methyl-4-(5-methylfuran-2-yl)-4,5-dihydro-1H-pyrazole-5-carboxylate FC1=C(C=CC(=C1)F)N1N=C(C(C1(C(=O)OC)C)C=1OC(=CC1)C)C1=C(C=C(C=C1)F)F